methyl-(E)-3-(4-((7-(benzyloxy)-3-(2-ethylbenzoyl)quinolin-4-yl)oxy)-3-methylphenyl)acrylic acid C/C(/C(=O)O)=C\C1=CC(=C(C=C1)OC1=C(C=NC2=CC(=CC=C12)OCC1=CC=CC=C1)C(C1=C(C=CC=C1)CC)=O)C